5-[(2-allyloxyphenyl)methyl]-3-(difluoromethyl-1,2,4-triazol-1-yl)-6-chloro-pyrimidin-2-amine C(C=C)OC1=C(C=CC=C1)CC1=CN(C(N=C1Cl)N)N1N=C(N=C1)C(F)F